ON(C1=C(C=CC=C1)C(C)C)O N,N-dihydroxyisopropyl-aniline